N-(cis-2-(3-bromo-2-fluorobenzyl)pyrrolidin-3-yl)methanesulfonamide BrC=1C(=C(C[C@@H]2NCC[C@@H]2NS(=O)(=O)C)C=CC1)F